C(C)(C)(C)OC(NC1C=C(OC2=C(C=C(C=C12)C)C(C)Br)SCC)=O (8-(1-Bromoethyl)-2-(ethylsulfanyl)-6-methyl-4H-chromen-4-yl)carbamic acid tert-butyl ester